1-[5-[4-[[4-(aminomethyl)phenyl]methyl]-piperazine-1-carbonyl]-2-methoxy-phenyl]hexahydropyrimidine-2,4-dione NCC1=CC=C(C=C1)CN1CCN(CC1)C(=O)C=1C=CC(=C(C1)N1C(NC(CC1)=O)=O)OC